(S)-5,6-diethyl-3-((3-(1-(2-(methylamino)acetamido)propan-2-yl)phenyl)amino)pyrazine-2-carboxamide C(C)C=1N=C(C(=NC1CC)C(=O)N)NC1=CC(=CC=C1)[C@@H](CNC(CNC)=O)C